N-(3-(aminomethyl)-7-ethyl-4-(4-fluorophenyl)-6-oxo-1-phenyl-6,7-dihydro-1H-pyrazolo[3,4-b]pyridin-5-yl)-3-(trifluoromethyl)benzamide NCC1=NN(C=2N(C(C(=C(C21)C2=CC=C(C=C2)F)NC(C2=CC(=CC=C2)C(F)(F)F)=O)=O)CC)C2=CC=CC=C2